2-[[1-[2-(difluoromethoxy)-3-pyridyl]cyclopropanecarbonyl]amino]-4-[[3-fluoro-2-methoxy-propyl]-[4-(5,6,7,8-tetrahydro-1,8-naphthyridin-2-yl)butyl]amino]butanoic acid FC(OC1=NC=CC=C1C1(CC1)C(=O)NC(C(=O)O)CCN(CCCCC1=NC=2NCCCC2C=C1)CC(CF)OC)F